tert-butyl (R)-4-((4-([1,2,4]triazolo[1,5-a]pyridin-7-yloxy)-3-methylphenyl)amino)-6a,7,9,10-tetrahydropyrazino[1,2-d]pyrimido[5',4':4,5]pyrido[3,2-b][1,4]oxazine-8(6H)-carboxylate N=1C=NN2C1C=C(C=C2)OC2=C(C=C(C=C2)NC2=NC=NC1=C2C=2OC[C@@H]3N(C2N=C1)CCN(C3)C(=O)OC(C)(C)C)C